(R)-3,4-dichloro-2-(3-(hydroxymethyl)-6,7-dihydro-5H-pyrrolo[2,1-c][1,2,4]triazol-6-yl)phenol ClC=1C(=C(C=CC1Cl)O)[C@H]1CC2=NN=C(N2C1)CO